(R)-2-hydroxy-2-(3-thienyl)propionic acid O[C@](C(=O)O)(C)C1=CSC=C1